C(C)(=O)C1=CC=C(N=N1)N1C[C@@H](CCC1)N(C(OC(C)(C)C)=O)CC1CCC1 tert-butyl N-[(3R)-1-(6-acetylpyridazin-3-yl)-3-piperidyl]-N-(cyclobutyl methyl)carbamate